C(C)C=1C=CC(=NC1)C1=NC(=NN1)SC(C(=O)C1=CC=CC=C1)C 2-{[5-(5-ethylpyridin-2-yl)-1H-1,2,4-triazol-3-yl]sulfanyl}-1-phenylpropan-1-one